1-((1R,5S,6s)-6-((5-(imidazo[1,2-a]pyridin-6-yl)-4-methoxypyrrolo[2,1-f][1,2,4]triazin-2-yl)amino)-3-azabicyclo[3.1.0]hexan-3-yl)ethan-1-one N=1C=CN2C1C=CC(=C2)C=2C=CN1N=C(N=C(C12)OC)NC1[C@@H]2CN(C[C@H]12)C(C)=O